FC1=CC(=C(C=C1)C=1CCCC2=C(C1C1=C(C=C(C(=C1)C)C=C1CN(C1)CCCF)C)C=CC(=C2)C(=O)O)C 8-(4-fluoro-2-methylphenyl)-9-(4-((1-(3-fluoropropyl)azetidin-3-ylidene)methyl)-2,5-dimethylphenyl)-6,7-dihydro-5H-benzo[7]annulene-3-carboxylic acid